C(OC(C)CC)(=O)OOC(C)CC di(secondary butyl) peroxycarbonate